(S)-N-(2-methoxyethyl)-5-(3-(2-methyl-5-((3-(trifluoromethyl)phenyl)carbamoyl)phenyl)pyrrolidin-1-yl)nicotinamide COCCNC(C1=CN=CC(=C1)N1C[C@@H](CC1)C1=C(C=CC(=C1)C(NC1=CC(=CC=C1)C(F)(F)F)=O)C)=O